6-chloro-3-(1-(3,4-dichlorophenyl)pyrrolidin-3-yl)-2-fluorobenzoic acid ClC1=CC=C(C(=C1C(=O)O)F)C1CN(CC1)C1=CC(=C(C=C1)Cl)Cl